FC1([C@@H](CN(C1)C)NC1=NN2C(C(=N1)OC)=C(C=C2)C=2C=CC1=C(N(N=N1)CCC(F)F)C2)F (R)-N-(4,4-difluoro-1-methylpyrrolidin-3-yl)-5-(1-(3,3-difluoropropyl)-1H-benzo[d][1,2,3]triazol-6-yl)-4-methoxypyrrolo[2,1-f][1,2,4]triazin-2-amine